NC1=NN(C2=C(C=C(C(=C12)OC1=C(C=CC(=C1)F)Cl)NC(C1=CC(=CC(=C1)C(F)(F)F)F)=O)C#CC1NCCCC1)C N-(3-amino-4-(2-chloro-5-fluorophenoxy)-1-methyl-7-(piperidin-2-ylethynyl)-1H-indazol-5-yl)-3-fluoro-5-(trifluoromethyl)benzamide